1,7-bis-(4-hydroxyphenylthio)3,5-dioxaheptane OC1=CC=C(C=C1)SCCOCOCCSC1=CC=C(C=C1)O